C(C1=CC=CC=C1)N1C=C(C2=CC(=CC=C12)OC(F)(F)F)C(C(=O)C1=C(C=C(C=C1)Cl)OC)=O 1-(1-benzyl-5-(trifluoromethoxy)-1H-indol-3-yl)-2-(4-chloro-2-methoxyphenyl)ethane-1,2-dione